1-(4-(4-(3-hydroxy-2-(pyridin-2-yl)-4,5,6,7-tetrahydro-2H-indazol-5-yl)piperazin-1-yl)phenyl)ethan-1-one OC=1N(N=C2CCC(CC12)N1CCN(CC1)C1=CC=C(C=C1)C(C)=O)C1=NC=CC=C1